Benzyl (1S,7R,8S)-8-fluoro-2-azabicyclo[5.1.0]octane-2-carboxylate F[C@H]1[C@@H]2CCCCN([C@H]12)C(=O)OCC1=CC=CC=C1